N-(5-(4-(4-(bis(4-methoxybenzyl)amino)imidazo[2,1-f][1,2,4]triazin-7-yl)-1H-pyrazol-1-yl)-2,4-difluorophenyl)-3-(trifluoromethyl)benzamide COC1=CC=C(CN(C2=NC=NN3C2=NC=C3C=3C=NN(C3)C=3C(=CC(=C(C3)NC(C3=CC(=CC=C3)C(F)(F)F)=O)F)F)CC3=CC=C(C=C3)OC)C=C1